4-[1-(2-methyl-1,1a,6,6a-tetrahydrocycloprop[a]inden-5-yl)ethyl]-1H-imidazole CC1=CC=C(C=2CC3C(C12)C3)C(C)C=3N=CNC3